BrC=1C(=C(C(=CC1)F)C1CC=2N(C(NC2CC=O)=S)C1)F 2-(6-(3-bromo-2,6-difluorophenyl)-3-thioxo-3,5,6,7-tetrahydro-2H-pyrrolo[1,2-c]imidazol-1-yl)ethanone